CC1=C(C=C(C=C1)C(NC=1C=NC=C(C1)C(F)(F)F)=O)[C@H]1CN(CC1)C1=CC(=NC=C1)C(=O)N (S)-4-(3-(2-methyl-5-((5-(trifluoromethyl)pyridin-3-yl)carbamoyl)phenyl)pyrrolidin-1-yl)picolinamide